COC1=CC=C(C=C1)C(C1=CC=CC=C1)(C1=CC=C(C=C1)OC)NC1=NC(N(C=C1)[C@@H]1O[C@@]([C@H](C1)O)(CO)C=C)=O 4-{[bis(4-methoxyphenyl)(phenyl)methyl]amino}-1-[(2R,4S,5R)-5-ethenyl-4-hydroxy-5-(hydroxymethyl)oxolan-2-yl]pyrimidin-2-one